{4-carboxymethyl-7-[2-(carboxymethyl-amino)-ethyl]-[1,4,7]triazonan-1-yl}-acetic acid C(=O)(O)CN1CCN(CCN(CC1)CCNCC(=O)O)CC(=O)O